N[C@H](C(=O)O)CC1=CC=C(C=C1)S(=O)(=O)O (S)-2-Amino-3-(4-sulfophenyl)propanoic acid